hydroxypyridine-2(1H)-thione-6-carboxylic acid ON1C(C=CC=C1C(=O)O)=S